C1=CC=CC=C1.[N].[C].[B].[Si] silicon boron carbon nitrogen benzene